2'-hydroxy-[1,1'-biphenyl]-3-carboxylic acid OC1=C(C=CC=C1)C1=CC(=CC=C1)C(=O)O